CC=1C=C(C=C(C1C(CC)(C)C)C)O 3,5-Dimethyl-4-(1,1-dimethylpropyl)-phenol